(1-(tert-butyl)-3-((2R,4R)-4-((tert-butyldimethylsilyl)oxy)tetrahydrofuran-2-yl)-1H-pyrazol-5-yl)carbamic acid benzyl ester C(C1=CC=CC=C1)OC(NC1=CC(=NN1C(C)(C)C)[C@@H]1OC[C@@H](C1)O[Si](C)(C)C(C)(C)C)=O